[SiH2]=[Hf](C1C(=CC2=C(C=CC=C12)C1CC1)CC)C1C(=CC2=C(C=CC=C12)C1CC1)CC silylene-bis(2-ethyl-4-cyclopropylinden-1-yl)hafnium